pertechnetic acid [Tc](=O)(=O)(=O)O